2-chloro-4-((1-(cyclopropylmethyl)-2-oxo-4-((1-(pyrimidin-2-yl)ethyl)amino)-1,2-dihydroquinolin-6-yl)amino)nicotinonitrile ClC1=C(C#N)C(=CC=N1)NC=1C=C2C(=CC(N(C2=CC1)CC1CC1)=O)NC(C)C1=NC=CC=N1